C(CCCC)OC(CCCCC(=O)OCCCCCC(CCCCCOC(CCCCC(OCCCCC)OCCCCC)=O)N(C(CCCCCCCC)=O)CC1CCN(CC1)C)OCCCCC [11-(6,6-dipentoxyhexanoyloxy)-6-[(1-methyl-4-piperidyl)methyl-nonanoyl-amino]undecyl] 6,6-dipentoxyhexanoate